F[C@H]1CN(CC[C@H]1OC)C1=NC(=NC=N1)NC=1N=CC2=C(N=CC(=C2C1)C(C)C)N1CC(C1)CS(=O)(=O)C N-(4-((3S,4R)-3-fluoro-4-methoxypiperidin-1-yl)-1,3,5-triazin-2-yl)-5-isopropyl-8-(3-((methylsulfonyl)methyl)azetidin-1-yl)-2,7-naphthyridin-3-amine